8-(5-chloro-3-fluoropyridin-2-yl)-5-(4-chlorobenzyl)-N-methyl-6,9-dioxo-5,8-diazaspiro[3.5]nonane-2-carboxamide ClC=1C=C(C(=NC1)N1CC(N(C2(CC(C2)C(=O)NC)C1=O)CC1=CC=C(C=C1)Cl)=O)F